1,5,7-trimethyl-3-((2-(2-(trifluoromethyl)phenyl)pyrrolidin-1-yl)carbonyl)-1,5-dihydro-4H-pyrrolo[3,2-c]pyridin-4-one CN1C=C(C=2C(N(C=C(C21)C)C)=O)C(=O)N2C(CCC2)C2=C(C=CC=C2)C(F)(F)F